C(C)(C)(C)OC(=O)C1=C(C(=CC(O1)=O)C1=CC=CC=C1)C1=C(C=CC=C1[N+](=O)[O-])N(CC1=CC=CC=C1)CC1=CC=CC=C1 5-(2-(dibenzylamino)-6-nitrophenyl)-2-oxo-4-phenyl-2H-pyran-6-carboxylic acid tert-butyl ester